FC1=CC(=C(C=C1)NC1=C(C(=O)O)C=C(C=C1)OC(F)(F)F)C 2-((4-fluoro-2-methylphenyl)amino)-5-(trifluoromethoxy)benzoic acid